C1(CC1)NC(C1=C(C=C(C=C1OC)C=1C=NN2C1C=CC(=C2)C2OCCOC2)OC(F)F)=O N-cyclopropyl-2-(difluoromethoxy)-4-[6-(1,4-dioxan-2-yl)pyrazolo[1,5-a]pyridin-3-yl]-6-methoxy-benzamide